4-(3-(2,6-difluoro-3-(propylsulphonamido)benzoyl)-1H-pyrazolo[3,4-b]pyridin-5-yl)-3-fluorobenzenesulphonamide FC1=C(C(=O)C2=NNC3=NC=C(C=C32)C3=C(C=C(C=C3)S(=O)(=O)N)F)C(=CC=C1NS(=O)(=O)CCC)F